IC(CCC=1N(C=CN1)C=C)CCC 3-iodohexyl-1-vinylimidazole